5'-galactosyllactose C1([C@H](O)[C@@H](O)[C@@H](O)[C@H](O1)CO)[C@]1([C@@H]([C@@H]([C@H]([C@H](O[C@H]2[C@@H]([C@H](C(O)O[C@@H]2CO)O)O)O1)O)O)O)CO